11-[(3,5-bis(trifluoromethyl)phenyl)]Undecanoic acid FC(C=1C=C(C=C(C1)C(F)(F)F)CCCCCCCCCCC(=O)O)(F)F